4-[(5RS)-5-(2,4-dichlorobenzyl)-5,6-dihydro-4H-1,2,4-oxadiazin-3-yl]-2-methyl-5-[3-(trifluoromethyl)phenoxy]pyridazin-3(2H)-one ClC1=C(C[C@H]2NC(=NOC2)C=2C(N(N=CC2OC2=CC(=CC=C2)C(F)(F)F)C)=O)C=CC(=C1)Cl |r|